3-(2-((methylthio)methoxy)-2,2-diphenylacetoxy)spiro[bicyclo[3.2.1]octane-8,1'-pyrrolidin]-1'-ium chloride [Cl-].CSCOC(C(=O)OC1CC2CCC(C1)[N+]21CCCC1)(C1=CC=CC=C1)C1=CC=CC=C1